FC1=C(C=CC(=C1)F)NC1=NC2=CC=CC=C2C(=N1)N N2-(2,4-difluorophenyl)quinazoline-2,4-diamine